BrC=1C=C(OC(C1OC)=O)C(=O)NC=1SC(=NN1)C=1N(C=CN1)C 4-bromo-5-methoxy-N-[5-(1-methylimidazol-2-yl)-1,3,4-thiadiazol-2-yl]-6-oxopyran-2-carboxamide